4-(2-((2R*,3R*)-2-benzyl-3-methoxypiperidin-1-yl)-6-((4-methoxybenzyl)oxy)pyridin-4-yl)morpholine C(C1=CC=CC=C1)[C@H]1N(CCC[C@H]1OC)C1=NC(=CC(=C1)N1CCOCC1)OCC1=CC=C(C=C1)OC |o1:7,12|